2-methyl-N-[(1R)-1-(1-naphthyl)ethyl]-5-(4-pyridinyl)benzamide CC1=C(C(=O)N[C@H](C)C2=CC=CC3=CC=CC=C23)C=C(C=C1)C1=CC=NC=C1